6-(((2-(2,2-difluorocyclobutyl)ethyl)amino)methyl)-2-(3-((1r,3r)-3-methoxy-1-(4-methyl-4H-1,2,4-triazol-3-yl)cyclobutyl)phenyl)-4-(trifluoromethyl)isoindolin-1-one FC1(C(CC1)CCNCC1=CC(=C2CN(C(C2=C1)=O)C1=CC(=CC=C1)C1(CC(C1)OC)C1=NN=CN1C)C(F)(F)F)F